C(C)(C)NCCCCCN N-isopropylpentane-1,5-diamine